bis(eugenol) furan-2,5-dicarboxylate O1C(=CC=C1C(=O)O)C(=O)O.C=1(C(O)=CC=C(CC=C)C1)OC.C=1(C(O)=CC=C(CC=C)C1)OC